C(N)(=O)C1=NN(N=C1)C=1C=C(C=CC1C)NC(=O)N1C2CC(CC1C2)C cis-N-(3-(4-carbamoyl-2H-1,2,3-triazol-2-yl)-4-methylphenyl)-3-methyl-6-azabicyclo[3.1.1]heptane-6-carboxamide